CN(C)CC1C(SCC1=O)=O ((dimethylamino)methyl)-2,4-dioxo-1,2,3,4-tetrahydrothiophene